C(C)(=O)NC1CCN(CC1)CC=1C(=CC(=NC1)C(=O)NC1=C(C(=CC=C1)C1=NC=CC(=C1Cl)C1=NC(=C(C=C1)CNCC1NC(CC1)=O)OC)Cl)OC 5-((4-acetamidopiperidin-1-yl)methyl)-N-(2-chloro-3-(3'-chloro-6-methoxy-5-((((5-oxopyrrolidin-2-yl)methyl)amino)methyl)-[2,4'-bipyridin]-2'-yl)phenyl)-4-methoxypicolinamide